5-[4-amino-5-(trifluoromethyl)pyrrolo[2,1-f][1,2,4]triazin-7-yl]-N-[(3R,4S)-4-fluoro-1-(4-fluoro-2,3-dihydro-1H-inden-1-yl)pyrrolidin-3-yl]-2-methoxypyridine-3-carboxamide NC1=NC=NN2C1=C(C=C2C=2C=C(C(=NC2)OC)C(=O)N[C@@H]2CN(C[C@@H]2F)C2CCC1=C(C=CC=C21)F)C(F)(F)F